CN(CCNC=1C(=CC=CC1)N)C N-(2-(dimethylamino)ethyl)benzene-1,2-diamine